tert-butyl 3-(5-((2-hydroxyethyl) (methyl)carbamoyl)-7-(thiazol-2-yl)-4-(trifluoromethoxy)benzo[d]oxazol-2-yl)-3,8-diazabicyclo[3.2.1]octane-8-carboxylate OCCN(C(=O)C=1C=C(C2=C(N=C(O2)N2CC3CCC(C2)N3C(=O)OC(C)(C)C)C1OC(F)(F)F)C=1SC=CN1)C